Br.Br.NCC1=CC=C(C(=N1)OC=1C(=C(C=CC1)C[C@@H]1NC[C@@H]([C@@H]1NS(=O)(=O)C)F)F)C N-{(2S,3R,4S)-2-[(3-{[6-(Aminomethyl)-3-methylpyridin-2-yl]oxy}-2-fluorophenyl)methyl]-4-fluoropyrrolidin-3-yl}methanesulfonamide dihydrobromide